NC1CCN(CC1)C1=C2C=C(C=NC2=NC=C1C1=CC(=CC(=C1)C)Cl)C=1C(=C(C#N)C=CC1)O 3-[5-(4-aminopiperidin-1-yl)-6-(3-chloro-5-methylphenyl)-1,8-naphthyridin-3-yl]-2-hydroxybenzonitrile